rac-(3R,4S)-3-(benzylamino)-4-hydroxypyrrolidin-2-one C(C1=CC=CC=C1)N[C@H]1C(NC[C@@H]1O)=O |r|